COC=1C=C2C(=CC(=NC2=CC1)NC1=CC=C(C=C1)OCC1=CC=CC=C1)C(F)(F)F 6-methoxy-N-(4-benzyloxyphenyl)-4-trifluoromethylquinolin-2-amine